2-methoxy-N-[4-(4,4,5,5-tetramethyl-1,3,2-dioxaborolan-2-yl)phenyl]acetamide COCC(=O)NC1=CC=C(C=C1)B1OC(C(O1)(C)C)(C)C